(4'-methoxybenzyl-amino)-7-hydroxycoumarin COC1=CC=C(CNC=2C(OC3=CC(=CC=C3C2)O)=O)C=C1